C(CCC)N(CCC[Si]1(OC(COCC(O1)C)C)C)CCCC 2-(3-dibutylaminopropyl)-2,4,8-trimethyl-1,3,6-trioxa-2-silacyclooctane